rac-(3'R*,4'R*,5'S*,6'S*)-Tryptamine NCCC1=CNC2=CC=CC=C12